4-[[(3R)-1-[7-(ethylamino)-5-fluoro-3-methyl-2-oxo-indolin-3-yl]-3-piperidyl]carbamoyl]benzenesulfonyl fluoride C(C)NC=1C=C(C=C2C(C(NC12)=O)(C)N1C[C@@H](CCC1)NC(=O)C1=CC=C(C=C1)S(=O)(=O)F)F